C(N1C(=NC(=C1)C(F)(F)F)C1=CC=C(C(=O)OC)C=C1)([2H])([2H])[2H] Methyl 4-(1-(methyl-d3)-4-(trifluoromethyl)-1H-imidazol-2-yl)benzoate